FC(C1=CC=C(C=C1)C=1C=C(C=C2CCNCC12)CNC(C=C)=O)(F)F N-((8-(4-(trifluoromethyl)phenyl)-1,2,3,4-tetrahydroisoquinolin-6-yl)methyl)acrylamide